COC=1C(=C(C(=CC1B1OC(C(O1)(C)C)(C)C)C)NC(C)=O)C N-[3-methoxy-2,6-dimethyl-4-(4,4,5,5-tetramethyl-1,3,2-dioxaborolan-2-yl)phenyl]acetamide